CC1=C(C=C(C=C1)NC(=O)N1C[C@@H](CC1)OC(F)(F)F)B1OC(C(O1)(C)C)(C)C (3R)-N-[4-methyl-3-(4,4,5,5-tetramethyl-1,3,2-dioxaborolan-2-yl)phenyl]-3-(trifluoromethoxy)pyrrolidine-1-carboxamide